CC=1C(=NC(=CN1)C)[C@H](CCNC)CCN1CCCCC1 (R)-3-(3,6-dimethylpyrazin-2-yl)-N-methyl-5-(piperidin-1-yl)pentan-1-amine